FC=1C(=CC2=CC=3C[C@@](CCC3N=C2C1F)(C(C)C)F)C(=O)N[C@H](CCN1CCC(CC1)O)C1=CC=C(C=C1)N1C(OCC1)=O (7S)-3,4,7-trifluoro-N-{(1R)-3-(4-hydroxypiperidin-1-yl)-1-[4-(2-oxo-1,3-oxazolidin-3-yl)phenyl]propyl}-7-(1-methylethyl)-5,6,7,8-tetrahydroacridine-2-carboxamide